2-(4-(4,4,5,5-tetramethyl-1,3,2-dioxaborolan-2-yl)phenyl)propanenitrile CC1(OB(OC1(C)C)C1=CC=C(C=C1)C(C#N)C)C